FC(C1=NC2=CC=CC=C2C(=C1)N[C@@H]1C[C@@H](CCC1)NC(\C=C\C1=C(C(=C(C=C1)OC)OC)OC)=O)(F)F (2E)-N-[(1R,3S)-3-{[2-(trifluoromethyl)quinolin-4-yl]amino}cyclohexyl]-3-(2,3,4-trimethoxyphenyl)prop-2-enamide